3-(6-methoxypyridazin-3-yl)-3-(5-(2-(5,6,7,8-tetrahydro-1,8-naphthyridin-2-yl)ethoxy)-1H-indazol-1-yl)propionic acid COC1=CC=C(N=N1)C(CC(=O)O)N1N=CC2=CC(=CC=C12)OCCC1=NC=2NCCCC2C=C1